C(C1=CC=CC=C1)(=O)OCCCCCC1=C(C(=O)OC)C(=CC(=N1)Cl)C1CC1 methyl 2-(5-(benzoyloxy) pentyl)-6-chloro-4-cyclopropylnicotinate